4'-cyclopropyl-6'-ethoxy-5-methoxy-4-(4-(1-methyl-4-(trifluoromethyl)-1H-imidazol-2-yl)benzyl)-2,5'-bipyrimidine C1(CC1)C1=NC=NC(=C1C1=NC=C(C(=N1)CC1=CC=C(C=C1)C=1N(C=C(N1)C(F)(F)F)C)OC)OCC